N1(CCCC=CC1)C(=O)[O-] 2,3,4,7-tetrahydroazepine-1-carboxylate